OC1=C(C(=O)C2=CC=CC=C2)C=CC(=C1)OCCCCOC(C=C)=O 2-hydroxy-4-(4-acryloxy-butoxy)benzophenone